3-(2-Ethylhexoxy)-propionic acid 2-ethylhexyl ester C(C)C(COC(CCOCC(CCCC)CC)=O)CCCC